OP(O)OP(O)O.C(CCCCCCCCCC(C)C)C(O)(C(CO)(CO)CO)CCCCCCCCCCC(C)C bis(isotridecyl)pentaerythritol diphosphite